2,3-cis-dimethylcyclopropane-1-carbonyl chloride CC1C(C1C)C(=O)Cl